CC1=CC2=C(N1)C=CC(=C2F)OC3=NC=NN4C3=C(C(=C4)OC[C@@H](C)O)C (R)-1-(4-(4-fluoro-2-methyl-1H-indol-5-yloxy)-5-methylpyrrolo[1,2-f][1,2,4]triazin-6-yloxy)propan-2-ol